methyl (S)-5-(2-amino-5-fluoropyridin-3-yl)-2-((tert-butoxycarbonyl) amino)pentanoate NC1=NC=C(C=C1CCC[C@@H](C(=O)OC)NC(=O)OC(C)(C)C)F